COC1=C(C=C(C=N1)C1=CC=2N(C=C1)N=C(C2)N)C(F)(F)F 5-(6-methoxy-5-(trifluoromethyl)pyridin-3-yl)pyrazolo[1,5-A]pyridin-2-amine